1-(3-((2-((2-ethyl-4-(4-methylpiperazin-1-yl)phenyl)amino)-5-(trifluoromethyl)pyridin-4-yl)amino)propyl)-1,3,3-trimethylurea C(C)C1=C(C=CC(=C1)N1CCN(CC1)C)NC1=NC=C(C(=C1)NCCCN(C(=O)N(C)C)C)C(F)(F)F